C1=CC=CC=2C3=CC=CC=C3C(C12)COC(=O)N[C@](C(=O)O)(CC(=O)OC(C)(C)C)C (S)-2-((((9H-fluoren-9-yl)methoxy)carbonyl)amino)-4-(tert-butoxy)-2-methyl-4-oxobutanoic acid